3-(bis(4-fluorophenyl)methyl)-N-(4-chlorophenyl)piperidine-1-sulfonamide FC1=CC=C(C=C1)C(C1CN(CCC1)S(=O)(=O)NC1=CC=C(C=C1)Cl)C1=CC=C(C=C1)F